C[C@@H]1CN(CCN1C(C=C)=O)C1C=2C(NCC1)=C(N(N2)C2=CC=C(C=C2)OC2=CC=CC=C2)C(=O)N 7-[(3R)-3-methyl-4-(prop-2-enoyl)piperazin-1-yl]-2-(4-phenoxyphenyl)-4,5,6,7-tetrahydro-2H-pyrazolo[4,3-b]pyridine-3-carboxamide